4-hydroxy-α-(hydroxymethyl)phenylacetic acid OC1=CC=C(C=C1)C(C(=O)O)CO